C(CCCCCCCCCCCCCCC)(=O)NCCN(CC)CC palmitoylaminoethyl-diethylamine